C(CCC)OC(CCC1=CC=C(C=C1)O)=O butyl-4-hydroxyhydrocinnamat